CNC(=O)C1=NN(C(=C1)C(=O)NC=1SC=NN1)[C@@H](C)C1=CC=CC=C1 (S)-N3-methyl-1-(1-phenylethyl)-N5-(1,3,4-thiadiazol-2-yl)-1H-pyrazole-3,5-dicarboxamide